OC(CNC1=C2CCN(C2=CC=C1)C(=O)OCCCC)(C)C butyl 4-((2-hydroxy-2-methylpropyl)amino)indoline-1-carboxylate